NC1=NC(=NC=C1[C@@H](C)N1N=CC(=C1)NC(=O)C1=NC(=CN=C1)C1=C(C(=CC=C1C(F)F)Cl)F)N1C([C@@H]2C[C@@H]2C1)=O N-(1-((R)-1-(4-amino-2-((1R,5S)-2-oxo-3-azabicyclo[3.1.0]hex-3-yl)pyrimidin-5-yl)ethyl)-1H-pyrazol-4-yl)-6-(3-chloro-6-(difluoromethyl)-2-fluorophenyl)pyrazine-2-carboxamide